5-BROMO-2,6-DI(1H-PYRAZOL-1-YL)PYRIMIDIN-4-AMINE BrC=1C(=NC(=NC1N1N=CC=C1)N1N=CC=C1)N